[K+].N(CC(=O)O)(CC(=O)O)CC(=O)[O-] nitrilotriacetic acid monopotassium salt